COC(CNC(=O)C1=CC2=C(N(C(=N2)NC=2SC3=C(N2)C=CC(=C3)OC(F)(F)F)C)C=C1)(C)C 1-Methyl-2-(6-trifluoromethoxy-benzothiazol-2-ylamino)-1H-benzoimidazole-5-carboxylic acid (2-methoxy-2-methyl-propyl)-amide